C(CC)[C@@H]1CC[C@H](CC1)[C@@H]1CC[C@H](CC1)C1=CC=C(C)C=C1 4-[trans-4-(trans-4-propylcyclohexyl)cyclohexyl]toluene